NC1=NN(C=C1C(=O)N)CC(CCCC)C#N 3-amino-1-(2-cyanohexyl)pyrazole-4-carboxamide